2-(2,4-difluorophenoxy)-N-(3-sulfonylphenyl)quinoline-3-carboxamide FC1=C(OC2=NC3=CC=CC=C3C=C2C(=O)NC=2CC(C=CC2)=S(=O)=O)C=CC(=C1)F